NCCNCC1CCC(CC1)CNCCN N1,N4-bis(2-aminoethyl)-1,4-cyclohexanedimethanamine